2-(7-iodo-4-isopropyl-1-oxo-pyrrolo[1,2-d][1,2,4]triazin-2-yl)-N-pyrimidin-4-yl-acetamide IC=1C=C2N(C(=NN(C2=O)CC(=O)NC2=NC=NC=C2)C(C)C)C1